NC1=CC=C(C=N1)OC1CN(C1)C(=O)OCCCC Butyl 3-(6-Aminopyridin-3-yloxy)azetidine-1-carboxylate